1-methylsulfonyl-2-methylsulfonyl-imidazole CS(=O)(=O)N1C(=NC=C1)S(=O)(=O)C